NC1=CN(NC(=C1N1CCCCC1)C1=C(C=CC=C1)C)C1=CC(=CC=C1)OC 4-amino-2-(3-methoxyphenyl)-5-(piperidin-1-yl)-6-(o-tolyl)pyridazin